(Z)-methyl-2-(((2,2-dimethoxyethyl)amino)methylene)-4-methoxy-3-oxo-butyric acid CC(C(/C(/C(=O)O)=C/NCC(OC)OC)=O)OC